[Pd].Cl[P](C1=CC=CC=C1)(C1=CC=CC=C1)Cl dichloro-diphenyl-phosphorus palladium